7-((1r,4r)-4-(4-(1,1-Difluoroethyl)pyridin-3-yl)cyclohexyl)-3-methyl-5-((3-(trifluoromethyl)pyridin-2-yl)methyl)pyrido[2,3-b]pyrazin-6(5H)-one FC(C)(F)C1=C(C=NC=C1)C1CCC(CC1)C1=CC=2C(=NC(=CN2)C)N(C1=O)CC1=NC=CC=C1C(F)(F)F